FC=1C=C(C=CC1C(F)(F)F)C1=CN=CO1 5-(3-fluoro-4-(trifluoromethyl)phenyl)oxazole